N-[(1s,4s)-4-{[2-(trifluoromethyl)imidazo[1,2-a]pyridin-5-yl]amino}cyclohexyl]-[1,2,4]triazolo[4,3-a]pyridine-7-carboxamide FC(C=1N=C2N(C(=CC=C2)NC2CCC(CC2)NC(=O)C2=CC=3N(C=C2)C=NN3)C1)(F)F